FC1=CC=C(C=C1)C=1C=C2C(=NC=NC2=C(C1)I)OCOCC[Si](C)(C)C 6-(4-fluorophenyl)-8-iodo-4-((2-(trimethylsilyl)ethoxy)methoxy)quinazoline